stearyl-fumarate C(CCCCCCCCCCCCCCCCC)/C(/C(=O)[O-])=C\C(=O)[O-]